4-benzyl-6-chloro-3-[5-[4-(1-propylpyrazol-4-yl)phenyl]-4,5-dihydro-1H-pyrazol-3-yl]-1H-quinolin-2-one C(C1=CC=CC=C1)C1=C(C(NC2=CC=C(C=C12)Cl)=O)C1=NNC(C1)C1=CC=C(C=C1)C=1C=NN(C1)CCC